C(#N)[C@H](C[C@H]1C(NCC1)=O)NC(=O)[C@@H]1[C@H]2C([C@H]2CN1C([C@@H](NC(C(F)(F)F)=O)C(C)(C)C)=O)(C)C (1R,2S,5S)-N-{(1S)-1-cyano-2-[(3S)-2-oxopyrrolidin-3-yl]ethyl}-6,6-dimethyl-3-[3-methyl-N-(trifluoroacetyl)-L-valinyl]-3-azabicyclo[3.1.0]hexane-2-carboxamide